N-allyl-N-((5aR,5bS,7aS,10aS,10bR)-5a,7a-dimethyl-8-oxo-5,5a,5b,6,7,7a,8,9,10,10a,10b,11,12,12a-tetradecahydro-4H-cyclopenta[7,8]phenanthro[2,1-d]thiazol-2-yl)acetamide C(C=C)N(C(C)=O)C=1SC2=C(N1)CC[C@@]1([C@H]3CC[C@]4([C@H]([C@@H]3CCC12)CCC4=O)C)C